4-(2-acryloyloxyethyl-oxy)benzoic acid C(C=C)(=O)OCCOC1=CC=C(C(=O)O)C=C1